C1=CC=CC=2C3=CC=CC=C3N(C12)C=1N=C(C2=C(N1)C1=C(S2)C=CC(=C1)C=1C=CC2=C(C=3N=C(N=C(C3S2)C2=CC=CC=C2)N2C3=CC=CC=C3C=3C=CC=CC23)C1)C1=CC=CC=C1 2,2'-Bis-carbazol-9-yl-4,4'-diphenyl-[8,8']bi[benzo[4,5]thieno[3,2-d]pyrimidinyl]